[1,3-benzodioxolyl]Dioxolane O1C(OC2=C1C=CC=C2)C2OCCO2